[Na].COC1=CC=C(C=C1)C(OC[C@@H]1[C@@H](C[C@@H](O1)N1C(NC(C(=C1)C)=O)=O)O)(C1=CC=CC=C1)C1=CC=C(C=C1)OC 1-((2R,4R,5R)-5-((bis(4-methoxyphenyl)(phenyl)methoxy)methyl)-4-hydroxytetrahydrofuran-2-yl)-5-methylpyrimidine-2,4(1H,3H)-dione Sodium